ClC1=CC=C2C(=C3N(C2=C1Cl)CCC(C3=O)C(=O)OCC)C=3C=NN(C3)C3OCCCC3 ethyl 3,4-dichloro-9-oxo-10-(1-tetrahydropyran-2-ylpyrazol-4-yl)-7,8-dihydro-6H-pyrido[1,2-a]indole-8-carboxylate